N-[(1S)-2-amino-1-methyl-ethyl]-1-[2-chloro-4-[[5-(2,3-difluoro-4-methoxy-phenyl)-1-methyl-imidazole-2-carbonyl]amino]benzoyl]piperidine-4-carboxamide trifluoroacetate salt FC(C(=O)O)(F)F.NC[C@H](C)NC(=O)C1CCN(CC1)C(C1=C(C=C(C=C1)NC(=O)C=1N(C(=CN1)C1=C(C(=C(C=C1)OC)F)F)C)Cl)=O